3-[2-[4-(8-chloro-4-oxo-thiochromen-2-yl)phenoxy]ethoxy]cyclobutanecarboxylic acid ClC=1C=CC=C2C(C=C(SC12)C1=CC=C(OCCOC2CC(C2)C(=O)O)C=C1)=O